4-bromo-5-(3-cyclopropylphenoxy)-2-methyl-pyridazin-3-one BrC=1C(N(N=CC1OC1=CC(=CC=C1)C1CC1)C)=O